4-methyl-5-(beta-hydroxyethyl)-thiazole CC=1N=CSC1CCO